5-bromo-tetrazole BrC1=NN=NN1